Cl.N[C@@H](CCC(=O)N)COC1=C(C(=CC=C1)CCCCC1=CC2=C(N(C(N2C)=O)C2C(NC(CC2)=O)=O)C=C1)Cl (4S)-4-Amino-5-(2-chloro-3-[4-[1-(2,6-dioxopiperidin-3-yl)-3-methyl-2-oxo-1,3-benzodiazol-5-yl]butyl]phenoxy)pentanamide hydrochloride